5-methyl-6-[3-(1,3,5-trimethylpyrazol-4-yl)-7,8-dihydro-5H-1,6-naphthyridin-6-yl]pyridine-3-carbonitrile CC=1C=C(C=NC1N1CC=2C=C(C=NC2CC1)C=1C(=NN(C1C)C)C)C#N